2-(4'-Fluoro-2'-(4-methyl-4H-1,2,4-triazol-3-yl)-[1,1'-biphenyl]-3-yl)imidazo[1,2-a]pyridine-6-carbaldehyde FC1=CC(=C(C=C1)C1=CC(=CC=C1)C=1N=C2N(C=C(C=C2)C=O)C1)C1=NN=CN1C